1,4,5,6-tetrahydrocyclopenta[c]pyrazole N1N=CC2=C1CCC2